ethyl (di-sec-butoxyethyl acetate) C(C)(CC)OC(CCC(=O)OCC)OC(C)CC